tert-butyl N-[1-cyano-5-(trifluoromethyl)azepan-3-yl]carbamate C(#N)N1CC(CC(CC1)C(F)(F)F)NC(OC(C)(C)C)=O